BrC=1C=CC(=C2C=C(N=CC12)Cl)N1[C@H]2CO[C@@H](C1)C2 (1R,4R)-5-(8-bromo-3-chloroisoquinolin-5-yl)-2-oxa-5-azabicyclo[2.2.1]heptane